1-ethyl-4-[5-(4-methanesulfonylphenyl)-1H-pyrrolo[2,3-b]pyridine-2-carbonyl]piperazine C(C)N1CCN(CC1)C(=O)C1=CC=2C(=NC=C(C2)C2=CC=C(C=C2)S(=O)(=O)C)N1